[Cl].CN1C=NC=C1 N-methylimidazole chlorine salt